methyl (S)-3-(4-(((S)-7-acetyl-2,3-dihydrobenzo[b][1,4]dioxin-2-yl) methoxy) phenyl)-4-hexynoate C(C)(=O)C=1C=CC2=C(O[C@H](CO2)COC2=CC=C(C=C2)[C@H](CC(=O)OC)C#CC)C1